ICC(=O)NCCCCCCNC(CI)=O N,N'-hexamethylene-bis(iodoacetamide)